C(C)O[Si](OCC)(OCC)CN(C[Si](OCC)(OCC)OCC)CC1OC1 N,N-di((triethoxysilyl)methyl)(oxiran-2-yl)methylamine